(S)-1-(2,6-dimethylbenzyl)-N-(7-(3,3-dimethylbut-1-yn-1-yl)-5-methyl-4-oxo-2,3,4,5-tetrahydrobenzo[b][1,4]oxazepin-3-yl)-1H-1,2,4-triazole-3-carboxamide CC1=C(CN2N=C(N=C2)C(=O)N[C@@H]2C(N(C3=C(OC2)C=CC(=C3)C#CC(C)(C)C)C)=O)C(=CC=C1)C